10-Acetyl-7-ethoxy-N-(4-(ethylsulfonyl)benzyl)-phenothiazine-2-carboxamide C(C)(=O)N1C2=CC=C(C=C2SC=2C=CC(=CC12)C(=O)NCC1=CC=C(C=C1)S(=O)(=O)CC)OCC